C(C)(=O)N1[C@H](CCC2=CC(=CC=C12)C1=CC=C(CNC(=O)C=2N=C3N(C=C(N=C3N3CCOCC3)C=3C=NC(=CC3C(F)(F)F)N)C2)C=C1)C (S)-N-(4-(1-acetyl-2-methyl-1,2,3,4-tetrahydroquinolin-6-yl)benzyl)-6-(6-amino-4-(trifluoro-methyl)pyridin-3-yl)-8-morpholinoimidazo[1,2-a]pyrazine-2-carboxamide